FC=1C(=CC(=NC1)OC)C1=NNC(=C1)C(=O)N1C2(CC2)C[C@H](CC1)C(=O)NC[C@H]1CC=2N(CC1)C=NC2 (S)-4-(3-(5-fluoro-2-methoxypyridin-4-yl)-1H-pyrazole-5-carbonyl)-N-(((R)-5,6,7,8-tetrahydroimidazo[1,5-a]pyridin-7-yl)methyl)-4-azaspiro[2.5]octane-7-carboxamide